BrC1=C(C=CC2=C1C=C(O2)C(=O)O)N2CCC(CC2)OC2=NC=CC=C2 4-bromo-5-[4-(pyridin-2-yloxy)-piperidin-1-yl]-benzofuran-2-carboxylic acid